CCC(C)(CCC(C)C)[13C]1=[13CH][13CH]=[13C]([13CH]=[13CH]1)O 3,6,3-nonylphenol-13C6